2-(cyclopentylmethoxy)-1-fluoro-4-nitrobenzene C1(CCCC1)COC1=C(C=CC(=C1)[N+](=O)[O-])F